FC=1C=C(C=C(C1)C1=CC=C2C=CN=C(C2=C1)NC)NC(C=C)=O N-{3-fluoro-5-[1-(methylamino)isoquinolin-7-yl]phenyl}prop-2-enamide